COC(=O)C=1C(NC(N(N1)C1=CC(=C(C(=C1)Cl)OC=1C=C2CCN(C(C2=CC1)=O)C)Cl)=O)=O 2-(3,5-dichloro-4-((2-methyl-1-oxo-1,2,3,4-tetrahydroisoquinolin-6-yl)oxy)phenyl)-3,5-dioxo-2,3,4,5-tetrahydro-1,2,4-triazine-6-carboxylic acid methyl ester